pentadecanedioic acid anion C(CCCCCCCCCCCCCC(=O)[O-])(=O)[O-]